2-(benzyloxy)-N-(2-(1-(6-ethoxy-5-methoxypyridin-2-yl)-2-(methylsulfonyl)ethyl)-1,3-dioxoisoindolin-4-yl)acetamide C(C1=CC=CC=C1)OCC(=O)NC1=C2C(N(C(C2=CC=C1)=O)C(CS(=O)(=O)C)C1=NC(=C(C=C1)OC)OCC)=O